CNN1CN=C(N=C1NC1=C(C(=CC=C1)Cl)Cl)Cl 3-methylamino-4-(2,3-dichloroanilino)-6-chloro-1,3,5-triazine